8-fluoro-2-phenylquinoline-7-carboxylic acid methyl ester COC(=O)C1=CC=C2C=CC(=NC2=C1F)C1=CC=CC=C1